trisodium citrate manganate [Mn](=O)(=O)([O-])[O-].C(CC(O)(C(=O)O)CC(=O)O)(=O)[O-].[Na+].[Na+].[Na+]